4-bromo-5-iodo-2-methyl-aniline BrC1=CC(=C(N)C=C1I)C